5-bromo-3-((3-(4-hydroxyphenyl)-1-methoxy-1-oxopropan-2-ylimino)methyl)-2-(isobutyryloxy)phenyl 3-methylbenzoate CC=1C=C(C(=O)OC2=C(C(=CC(=C2)Br)C=NC(C(=O)OC)CC2=CC=C(C=C2)O)OC(C(C)C)=O)C=CC1